(3R,4R)-3-((S)-5H-Imidazo[5,1-a]isoindol-5-yl)oxepan-4-ol C=1N=CN2C1C1=CC=CC=C1[C@@H]2[C@@H]2COCCC[C@H]2O